F[C@H]1CN(CC[C@H]1OC)C1=NC=CC(=N1)NC=1N=CC2=C(C=CC(=C2C1)[C@@H]1CN(CC1)C(C=C)=O)N1CC(C1)CS(=O)(=O)C 1-((R)-3-(3-((2-((3S,4R)-3-fluoro-4-methoxypiperidin-1-yl)pyrimidin-4-yl)amino)-8-(3-((methylsulfonyl)methyl)azetidin-1-yl)isoquinolin-5-yl)pyrrolidin-1-yl)prop-2-en-1-one